COC1=C(CN2C(C=3N=C(SC3C2)C2=NC(=NC=C2C)SC)=O)C=CC(=C1)OC 5-(2,4-dimethoxybenzyl)-2-(5-methyl-2-(methylthio)pyrimidin-4-yl)-5,6-dihydro-4H-pyrrolo[3,4-d]thiazol-4-one